C(C)(C)N(C(O)=O)C1(CCNCC1)C.BrC1=CC=C(C=C1)CN1CCNCC1 1-(4-bromophenylmethyl)piperazine isopropyl-(4-methylpiperidin-4-yl)carbamate